N1=NN(C2=NC=CC=C21)C=2C=C(C(=NC2)C(=O)Cl)F 5-(3H-[1,2,3]triazolo[4,5-b]pyridin-3-yl)-3-fluoropicolinoyl chloride